acryloyloxytetradecyltrimethoxysilane C(C=C)(=O)OCCCCCCCCCCCCCC[Si](OC)(OC)OC